ClC1=NC=C(C(=C1)C1=C(C=NC(=C1)C)C(=O)NC=1SC2=C(N1)CC[C@H](C2)NC(=O)C2CC2)OC (R)-2'-chloro-N-(6-(cyclopropanecarboxamido)-4,5,6,7-tetrahydrobenzo[d]thiazol-2-yl)-5'-methoxy-6-methyl-[4,4'-bipyridine]-3-carboxamide